C(C)(C)C1CC2=CC=CC=C2C1 2-isopropyl-2,3-dihydro-1H-inden